n-hexylamino-pregn-5-en C(CCCCC)NCC[C@H]1CC[C@H]2[C@@H]3CC=C4CCCC[C@]4(C)[C@H]3CC[C@]12C